((S)-4-(4-amino-6-(2-ethynyl-1H-benzo[d]imidazol-5-yl)-7-methyl-7H-pyrrolo[2,3-d]pyrimidin-5-yl)cyclohex-3-en-1-yl)((S)-2-methylpyrrolidin-1-yl)methanone NC=1C2=C(N=CN1)N(C(=C2C2=CC[C@H](CC2)C(=O)N2[C@H](CCC2)C)C2=CC1=C(NC(=N1)C#C)C=C2)C